α-D-Glucopyranosyl-(1->4)-α-D-glucopyranosyl-(1->4)-D-glucitol [C@H]1([C@H](O)[C@@H](O)[C@H](O)[C@H](O1)CO)O[C@H]1[C@@H]([C@H]([C@H](O[C@@H]1CO)O[C@@H]([C@@H]([C@H](CO)O)O)[C@H](O)CO)O)O